N-(pyrazin-2-yl)-6-(pyridin-4-yl)benzo[d]thiazol-2-amine N1=C(C=NC=C1)NC=1SC2=C(N1)C=CC(=C2)C2=CC=NC=C2